C(#N)C12CCC(CC1)(CC2)NC(C2=C(C=CC(=C2)C(F)(F)F)NS(=O)(=O)CC)=O N-(4-cyanobicyclo[2.2.2]oct-1-yl)-2-(ethylsulphonamido)-5-(trifluoromethyl)benzamide